C(C1=CC=CC=C1)OC([O-])=S benzylthiocarbonat